1-(2-chloro-9-ethyl-6-(piperidin-1-yl)-9H-purin-8-yl)ethan-1-one ClC1=NC(=C2N=C(N(C2=N1)CC)C(C)=O)N1CCCCC1